2-cyclopropyl-5-iodo-4,6-dimethoxypyrimidine C1(CC1)C1=NC(=C(C(=N1)OC)I)OC